BrC1C(OC2=CC(=CC=C2C1=O)S(=O)(=O)C)(C)C 3-bromo-2,2-dimethyl-7-(methylsulfonyl)chroman-4-one